COC1=CC=C(C=C1)C[13C](=O)N1CCOCC1 2-(4-methoxyphenyl)-1-morpholinoethan-1-one-13C